C(CCCCCCC\C=C/CCCCCC)(=O)O PAlmitoleic acid